5-amino-3-cyano-1-((2-(trimethylsilyl)ethoxy)methyl)-6,8-dihydro-1H-furo[3,4-d]pyrrolo[3,2-b]pyridine-2-carboxylic acid NC1=C2C(=C3C(=N1)C(=C(N3COCC[Si](C)(C)C)C(=O)O)C#N)COC2